O=C(/C=C/C(=O)OCCC(=O)O)OC1(CCC1)C1=CC=C(C=C1)C(F)(F)F (E)-3-(4-oxo-4-(1-(4-(trifluoromethyl)phenyl)cyclobutoxy)but-2-enoyloxy)propanoic acid